chloroacetaldehyde ethyl 2,3,4-trimethyl-2-cyclopentenyl acetal CC=1C(CC(C1C)C)OC(CCl)OCC